(5-(3,5-dichlorophenyl)-5-(trifluoromethyl)-4,5-dihydroisoxazol-3-yl) phenyl-2-fluorobenzenesulfonate C1(=CC=CC=C1)C=1C(=C(C=CC1)S(=O)(=O)OC1=NOC(C1)(C(F)(F)F)C1=CC(=CC(=C1)Cl)Cl)F